NCCC(=O)[O-] β-alaninate